CC1CCC=2N1C(NC(C2)=O)=O 7-methyl-6,7-dihydropyrrolo[1,2-c]pyrimidine-1,3(2H,5H)-dione